3-dimethylaminopropylmethacrylamide CN(CCCC=C(C(=O)N)C)C